C(C=CC=CCCCCCCCCCCCCC)(=O)OCC(COC(CCC(OCCCCCCCC)OCCCCCCCC)=O)COC(=O)OCCCN(CC)CC 9Z,12Z-octadecadienoic acid, 3-[4,4-bis(octyloxy)-1-oxobutoxy]-2-[[[[3-(diethylamino)propoxy]carbonyl]oxy]methyl]propyl ester